BrC1=CC(=CC(=N1)OC1=CC=2N(C3=CC=CC=C3C2C=C1)C1=NC=CC=C1)N1N=CC=C1 2-((6-bromo-4-(1H-pyrazol-1-yl)pyridin-2-yl)oxy)-9-(pyridin-2-yl)-9H-carbazole